6-(2,4-difluoro-3-methyl-phenyl)-3-methyl-1-(pyrimidin-2-ylmethyl)imidazo[4,5-b]pyridin-2-one FC1=C(C=CC(=C1C)F)C=1C=C2C(=NC1)N(C(N2CC2=NC=CC=N2)=O)C